CC1=CCC2C3C1C2(CCCC3(C)C)C The molecule is a bridged compound and sesquiterpene that is tricyclo[5.4.0.0(2,8)]undecane that is substituted by methyl groups at the 2, 6, 6, and 9 positions and has a double bond between positions 9 and 10. It is a bridged compound, a polycyclic olefin and a sesquiterpene.